C(C)(C)(C)C(CCC)N(NC(=O)C1=C(C2=C(OCCO2)C=C1)CC)C(C1=CC(=C(C(=C1)OC)C)OC)=O 5-Ethyl-2,3-dihydro-benzo[1,4]dioxine-6-carboxylic acid N'-(1-tert-butyl-butyl)-N'-(3,5-dimethoxy-4-methyl-benzoyl)-hydrazide